COC(C(C=C(C)C)=O)OC 1,1-dimethoxy-4-methyl-3-penten-2-one